2-(4-fluoro-3-methoxyphenyl)-7-(piperazin-1-yl)-4H-pyrido[1,2-a]pyrimidin-4-one FC1=C(C=C(C=C1)C=1N=C2N(C(C1)=O)C=C(C=C2)N2CCNCC2)OC